4-(3-(2,6-difluoro-3,5-dimethoxyphenyl)-7-(1-methyl-1H-pyrazol-3-yl)-2-oxo-3,4-dihydropyrido[4,3-d]pyrimidin-1(2H)-yl)benzonitrile FC1=C(C(=C(C=C1OC)OC)F)N1C(N(C2=C(C1)C=NC(=C2)C2=NN(C=C2)C)C2=CC=C(C#N)C=C2)=O